C(N)(=O)C=1N(N=C2C1N=CC=C2C2CCN(CC2)C(=O)OC(C)(C)C)C2=CC=C(C=C2)OC2=CC=C(C=C2)F tert-butyl 4-{3-carbamoyl-2-[4-(4-fluorophenoxy)phenyl]-2H-pyrazolo[4,3-b]pyridin-7-yl}piperidine-1-carboxylate